lithio 2-(3-fluoropyridin-2-yl)-3-hydroxypropanoate FC=1C(=NC=CC1)C(C(=O)O[Li])CO